FC(C(=O)NC1=NC(=CC=C1)COC1=NC2=C(N1C1=NN=NN1C)C=CC=C2)(OC2=CC=CC=C2)F 2,2-difluoro-N-[6-({[1-(1-methyl-1H-tetrazol-5-yl)benzimidazol-2-yl]oxy}methyl)pyridin-2-yl]-2-phenoxyacetamide